ClC=1C(=CC2=C(N=C3COCCN32)C1)[N+](=O)[O-] 8-chloro-7-nitro-3,4-dihydro-1H-benzo[4,5]imidazo[2,1-c][1,4]oxazine